ClC1=CC(=C2C=NNC2=C1)C1(C[C@H]2C([C@H]2C1)NC(=O)NC1=CC=C(C=C1)F)O 1-((1R,3r,5S,6r)-3-(6-chloro-1H-indazol-4-yl)-3-hydroxybicyclo[3.1.0]hexan-6-yl)-3-(4-fluorophenyl)urea